ClC1=NC=C(C(=N1)Cl)C(=O)NC1=C(C=C(C=C1Cl)F)Cl 2,4-dichloro-N-(2,6-dichloro-4-fluorophenyl)pyrimidine-5-carboxamide